(1R,6S)-2,2-difluoro-6-{[(1R,5S,6S)-3-(propan-2-yl)-3-azabicyclo[3.1.0]hex-6-yl]oxy}cyclohexan-1-amine FC1([C@@H]([C@H](CCC1)OC1[C@@H]2CN(C[C@H]12)C(C)C)N)F